[N+](=O)([O-])C1=CC=C(OP2(O[C@@H](CS2)C2=CC=CC=C2)=S)C=C1 (5R)-2-(4-nitrophenoxy)-5-phenyl-1,3,2-oxathiaphospholane 2-sulfide